C(#N)C1=C(C=CC=C1)[C@@H]([C@@H](C)C=1N(C(C(=C(N1)C(=O)NC=1C=NOC1)O)=O)C)C1=NC=C(N=C1C)C 2-((1r,2r)-1-(2-cyanophenyl)-1-(3,5-dimethylpyrazin-2-yl)propan-2-yl)-5-hydroxy-N-(isoxazol-4-yl)-1-methyl-6-oxo-1,6-dihydropyrimidine-4-carboxamide